FC1=C(C=CC(=C1)F)[C@H](C)NC(C(=C)C=1C(NC2=CC=NC(=C2C1)F)=O)=O N-[(1S)-1-(2,4-difluorophenyl)ethyl]-2-(5-fluoro-2-oxo-1H-1,6-naphthyridin-3-yl)propenamide